3-(4H-1,2,4-triazol-4-yl)phenol N=1N=CN(C1)C=1C=C(C=CC1)O